2-(3,5-dimethyl-4-((2'-oxospiro[cyclopropane-1,3'-indolin]-5'-yl)methyl)phenyl)-1,2,4-triazine-3,5(2H,4H)-dione CC=1C=C(C=C(C1CC=1C=C2C3(C(NC2=CC1)=O)CC3)C)N3N=CC(NC3=O)=O